C(CCCCCCC\C=C/C\C=C/CCCCC)(=O)[O-].C(CCCCCCC\C=C/C\C=C/CCCCC)(=O)[O-].C(CCCCCCC\C=C/C\C=C/CCCCC)(=O)[O-].[Bi+3] bismuth tris(linoleate)